2-[[(1R)-1-[2-[4-(2-Cyanophenyl)phenyl]-3,6-dimethyl-4-oxo-chromen-8-yl]ethyl]amino]benzoic acid C(#N)C1=C(C=CC=C1)C1=CC=C(C=C1)C=1OC2=C(C=C(C=C2C(C1C)=O)C)[C@@H](C)NC1=C(C(=O)O)C=CC=C1